P(=O)(OO)([O-])[O-].[P+3].OOP(=O)([O-])[O-].OOP(=O)([O-])[O-].[P+3] phosphorus hydroxy phosphate